5-(5-cyclopropyl-3-ethylsulfonyl-indazol-2-yl)-1-(2,2,3,3,3-pentafluoropropyl)pyrazolo[3,4-c]pyridine C1(CC1)C1=CC2=C(N(N=C2C=C1)C=1C=C2C(=CN1)N(N=C2)CC(C(F)(F)F)(F)F)S(=O)(=O)CC